CN1N=CC(=C1)NC1=NC=C(C(=N1)NCCC1=NC=CC=C1)C(=O)N 2-((1-methyl-1H-pyrazol-4-yl)amino)-4-((2-(pyridin-2-yl)ethyl)amino)pyrimidin-5-carboxamide